racemic-cis-4-(3-bromophenyl)-N,N-dimethyl-1,2,3,4-tetrahydronaphthalen-2-amine BrC=1C=C(C=CC1)[C@@H]1C[C@@H](CC2=CC=CC=C12)N(C)C |r|